5-chloro-2-((2-ethoxy-4-fluorophenyl)-amino)benzoic acid ClC=1C=CC(=C(C(=O)O)C1)NC1=C(C=C(C=C1)F)OCC